methyl 4-(3-(3,4-difluoro-2-methoxyphenyl)-5-methyl-5-(trifluoromethyl)tetrahydrothiophene-2-carboxamido)picolinate FC=1C(=C(C=CC1F)C1C(SC(C1)(C(F)(F)F)C)C(=O)NC1=CC(=NC=C1)C(=O)OC)OC